COC1=C(C(=CC=C1)OC)N1C(=NC=2N=NC(=CC21)NS(=O)(=O)CC2CC(C2)(C)O)C2=NC(=CC=C2)OCC N-(5-(2,6-Dimethoxyphenyl)-6-(6-ethoxypyridin-2-yl)-5H-imidazo[4,5-c]pyridazin-3-yl)-1-(3-hydroxy-3-methylcyclobutyl)methansulfonamid